C(C)(=O)N[C@@H]1[C@H](CC(C([O-])=O)(O)O[C@H]1[C@H](O)[C@H](O)CO)O N-Acetylneuraminat